IC(CCC(=O)OCCCCCCCCCCCCCCCCCCC)C nonadecyl 4-iodovalerate